N[C@H](C(=O)O[C@@H]1[C@H](O[C@]([C@@H]1O)(C1=CC=C2C(=NC=NN21)NC(C(CC)CC)=O)C#N)COC(CC2CCC2)=O)C(C)(C)C (2R,3S,4R,5R)-5-cyano-2-((2-cyclobutylacetoxy)methyl)-5-(4-(2-ethylbutanamido)pyrrolo[2,1-f][1,2,4]triazin-7-yl)-4-hydroxytetrahydrofuran-3-yl (S)-2-amino-3,3-dimethylbutanoate